BrC1=C2N=C(C(=NC2=CC=C1)C)C 5-bromo-2,3-dimethylquinoxaline